P(O)(O)O.CC1=C(C(=O)[Li])C(=CC(=C1)C)C 2,4,6-trimethylbenzoyl-lithium phosphite